2-(6-ethoxypyridin-3-yl)-3-fluoro-5-nitrobenzonitrile C(C)OC1=CC=C(C=N1)C1=C(C#N)C=C(C=C1F)[N+](=O)[O-]